tert-butyl ((3S,5S)-5-(((tert-butyldimethylsilyl)oxy)methyl)-1-(7-fluoro-5-nitro-1H-indazol-4-yl)pyrrolidin-3-yl)carbamate [Si](C)(C)(C(C)(C)C)OC[C@@H]1C[C@@H](CN1C1=C2C=NNC2=C(C=C1[N+](=O)[O-])F)NC(OC(C)(C)C)=O